4-benzyl-6,6-dimethyl-5-oxo-5,6-dihydro-4H-thieno[3,2-b]pyrrole-2-carbonitrile C(C1=CC=CC=C1)N1C2=C(C(C1=O)(C)C)SC(=C2)C#N